FC(OC1=C(C=CC=C1)C1=NN2C(=NC=3C=CC=CC3C2=N1)N[C@H](C(=O)N)CC)(F)F (2S)-2-({2-[2-(trifluoromethoxy)phenyl][1,2,4]triazolo[1,5-c]quinazolin-5-yl}amino)butanamide